4-Methoxy-N-(3-phenyl-isoquinolin-1-yl)-benzamide COC1=CC=C(C(=O)NC2=NC(=CC3=CC=CC=C23)C2=CC=CC=C2)C=C1